[Cr](=O)(=O)(O)[O-].[Na+].[Na+].C1(=CC=CC2=CC=CC=C12)S(=O)(=O)O.[Cr](=O)(=O)(O)[O-] 1-naphthalenesulfonic acid disodium hydrogen chromate